1-[2-chloro-4-[[5-(2,3-difluoro-4-methoxy-phenyl)-1-methyl-imidazole-2-carbonyl]amino]benzoyl]-N-(4-piperidyl)piperidine-4-carboxamide ClC1=C(C(=O)N2CCC(CC2)C(=O)NC2CCNCC2)C=CC(=C1)NC(=O)C=1N(C(=CN1)C1=C(C(=C(C=C1)OC)F)F)C